C(C)(C)(C)C1=NOC(=N1)C(=O)N[C@H](C)C1=C(C=C(C=C1)C1=NC=NC(=C1)Cl)C(F)(F)F (R)-3-(tert-butyl)-N-(1-(4-(6-chloropyrimidin-4-yl)-2-(trifluoromethyl)phenyl)ethyl)-1,2,4-oxadiazole-5-carboxamide